(R)-3-(5-((3-fluorobenzyl)oxy)-2-methylbenzofuran-3-carboxamido)pyrrolidine-1-carboxylic acid tert-butyl ester C(C)(C)(C)OC(=O)N1C[C@@H](CC1)NC(=O)C1=C(OC2=C1C=C(C=C2)OCC2=CC(=CC=C2)F)C